NC=1SC=C(N1)/C(/C(=O)N[C@H]1[C@H]2SCC(=C(N2C1=O)C(=O)O)C=C)=N/O (6R,7R)-7-[(Z)-2-(2-amino-4-thiazolyl)-2-hydroxyiminoacetylamino]-8-oxo-3-vinyl-5-thia-1-azabicyclo[4.2.0]oct-2-ene-2-carboxylic acid